2-((5'S,7a'R)-5'-(3,5-difluorophenyl)-3'-oxo-tetrahydro-3'H-spiro-[piperidine-4,2'-pyrrolo-[2,1-b]oxazole]-1-carbonyl)benzonitrile FC=1C=C(C=C(C1)F)[C@@H]1CC[C@H]2OC3(C(N21)=O)CCN(CC3)C(=O)C3=C(C#N)C=CC=C3